FC1=C(CN2C(N(C(C3=C2SC(=C3CN(C)C)C3=CC=C(C=C3)NC(=O)NOC)=O)C=3N=NC(=CC3)OC)=O)C(=CC=C1)F 1-[4-[1-(2,6-difluorobenzyl)-5-dimethylaminomethyl-3-(6-methoxypyridazin-3-yl)-2,4-dioxo-1,2,3,4-tetrahydrothieno[2,3-d]pyrimidin-6-yl]phenyl]-3-methoxyurea